C(C)(C)(C)OC(=O)N1C(CN(CC1)[C@@H]1CC[C@@H](CC1)C1=NC(=C2C(=NC=NN21)N)C2=C(C=C(C=C2)OC2=CC=CC=C2)F)C 4-((Cis)-4-(4-amino-5-(2-fluoro-4-phenoxyphenyl)imidazo[5,1-f][1,2,4]triazin-7-yl)cyclohexyl)-2-methylpiperazine-1-carboxylic acid (S)-tert-butyl ester